C(#N)C=1C=C(C=CC1)C=1N=C(SC1C1=CC(=NC(=C1)C)C)NC(=O)N1C(CNCC1)CC1CC1 N-[4-(3-cyanophenyl)-5-(2,6-dimethyl-4-pyridinyl)thiazol-2-yl]-2-(cyclopropylmethyl)piperazine-1-carboxamide